ClC=1C2=C(C(N(C1)C1=CC(=CC=C1)C1(CC3(CC3)C1)C1=NN=CN1C)=O)N(C(=C2)CO)COCC[Si](C)(C)C 4-chloro-2-(hydroxymethyl)-6-{3-[5-(4-methyl-4H-1,2,4-triazol-3-yl)spiro[2.3]hexan-5-yl]phenyl}-1-{[2-(trimethylsilyl)ethoxy]methyl}-1,6-dihydro-7H-pyrrolo[2,3-c]pyridin-7-one